N-[2-(3-chlorophenyl)ethyl]-5-(2-{[2-(3-chlorophenyl)ethyl]carbamoyl}-1,3-dioxo-2,3-dihydro-1H-indene-5-carbonyl)-1,3-dioxo-2,3-dihydro-1H-indene-2-carboxamide ClC=1C=C(C=CC1)CCNC(=O)C1C(C2=CC=C(C=C2C1=O)C(=O)C=1C=C2C(C(C(C2=CC1)=O)C(NCCC1=CC(=CC=C1)Cl)=O)=O)=O